N-(4-((pyridin-4-ylmethyl)amino)phenyl)octanamide N1=CC=C(C=C1)CNC1=CC=C(C=C1)NC(CCCCCCC)=O